FC1=C(C(=CC=C1C)C1=NN=C(C=2CCCCC12)N[C@H]1CN(CCC1)C)O (R)-2-fluoro-3-methyl-6-(4-((1-methylpiperidin-3-yl)amino)-5,6,7,8-tetrahydrophthalazine-1-yl)phenol